C(C)(=O)O[C@H](C)C1=CC=CC=C1 (R)-1-phenylethanol acetate